2-((5-(2-(6-amino-2-methylhexan-3-yl)-2,6-diazaspiro[3.4]octan-6-yl)-1,2,4-triazin-6-yl)oxy)-N-ethyl-5-fluoro-N-isopropylbenzamide formate C(=O)O.NCCCC(C(C)C)N1CC2(C1)CN(CC2)C=2N=CN=NC2OC2=C(C(=O)N(C(C)C)CC)C=C(C=C2)F